ClC1=C(C=CC(=C1F)F)C1N=C(NC(=C1C(=O)OCC)[C@@H]1CC[C@@H](CC1)N1N=CC=C1C(=O)OCC)C=1SC=CN1 (cis)-Ethyl 4-(2-chloro-3,4-difluorophenyl)-6-(4-(5-(ethoxycarbonyl)-1H-pyrazol-1-yl)cyclohexyl)-2-(thiazol-2-yl)-1,4-dihydropyrimidine-5-carboxylate